(4-hydroxyphenyl)-5-(3,4,5-tripentyloxyphenyl)-1,3,4-oxadiazole OC1=CC=C(C=C1)C=1OC(=NN1)C1=CC(=C(C(=C1)OCCCCC)OCCCCC)OCCCCC